N-benzoyl-N'-phenylurea C(C1=CC=CC=C1)(=O)NC(=O)NC1=CC=CC=C1